CC(CC(C(O)C=1C=C2C(=NC1)N(C=C2)C2=CC(=CC=C2)C2=NN=CN2)O)C 4-methyl-1-[1-[3-(4H-1,2,4-triazol-3-yl)phenyl]pyrrolo[2,3-b]pyridin-5-yl]pentane-1,2-diol